8-(benzyloxy)-2,2-dimethyloctanoyl chloride C(C1=CC=CC=C1)OCCCCCCC(C(=O)Cl)(C)C